N1=CC2=C3C(C=CC=C13)=CC=C2 benzo[cd]indole